bis(cyclopentadienyl)bis[2,6-difluoro-3-(N-cyclohexylbenzoylamino)phenyl]titanium C1(C=CC=C1)[Ti](C1=C(C(=CC=C1F)N(C1CCCCC1)C(C1=CC=CC=C1)=O)F)(C1=C(C(=CC=C1F)N(C1CCCCC1)C(C1=CC=CC=C1)=O)F)C1C=CC=C1